1-(1-methoxycyclopropyl)-4-methyl-1H-pyrazole COC1(CC1)N1N=CC(=C1)C